allyl phenyl phosphate P(=O)(OCC=C)(OC1=CC=CC=C1)[O-]